N-(2-hydroxyethyl)-4-(4-(2-(4-(trifluoromethyl)phenyl)acetamido)phenoxy)-7H-pyrrolo[2,3-D]pyrimidine-7-carboxamide OCCNC(=O)N1C=CC2=C1N=CN=C2OC2=CC=C(C=C2)NC(CC2=CC=C(C=C2)C(F)(F)F)=O